N-phenyl-4,5-dichlorophthalimide C1(=CC=CC=C1)N1C(C=2C(C1=O)=CC(=C(C2)Cl)Cl)=O